ClC1=CC2=C(N(C=N2)[C@H]2[C@H](O)[C@H](O)[C@H](O2)COC(CCCC[C@@H]2SC[C@@H]3NC(=O)N[C@H]23)=O)C=C1Cl 5,6-dichloro-1-(5'-O-biotinyl-β-D-ribofuranosyl)-benzimidazole